6-((3-Amino-6-chloropyridazin-4-yl)ethynyl)-2-azaspiro[3.3]heptane-2-carboxylic acid tert-butyl ester C(C)(C)(C)OC(=O)N1CC2(C1)CC(C2)C#CC2=C(N=NC(=C2)Cl)N